NC=1C2=C(N=CN1)N(C=C2Br)[C@H]2C[C@@H]([C@H](O2)C(=O)O)O[Si](C)(C)C(C)(C)C (2S,3S,5R)-5-{4-amino-5-bromo-7H-pyrrolo[2,3-d]pyrimidin-7-yl}-3-[(tert-butyldimethylsilyl)oxy]oxolane-2-carboxylic acid